C(CCCCCC(C)C)(=O)OCCCCCCCCCCC(C)C iso-tridecanol isononanoate